OC1=C(C(=O)O)C=C(C=C1)N/C=C/1\C(=NNC1=O)C.C1(=CC=CC=C1)CC(CC)=O 1-phenyl-butanone 2-hydroxy-5-[[(E)-(3-methyl-5-oxo-1H-pyrazol-4-ylidene)-methyl]amino]-benzoate